4-Chloro-7-[(3S)-3-{4-[4-({4-[6-(2,4-dioxo-1,3-diazinan-1-yl)-1-methyl-1H-indol-2-yl]piperidin-1-yl}methyl)piperidin-1-yl]phenyl}piperidin-1-yl]-1H-indole-3-carbonitrile ClC1=C2C(=CNC2=C(C=C1)N1C[C@@H](CCC1)C1=CC=C(C=C1)N1CCC(CC1)CN1CCC(CC1)C=1N(C2=CC(=CC=C2C1)N1C(NC(CC1)=O)=O)C)C#N